chromite trihydrate O.O.O.[Cr](=O)(O)O